3-Chloro-4-(4-(5-chloro-2-((1-(methylsulfonyl)piperidin-4-yl)amino)pyrimidin-4-yl)-1H-imidazol-1-yl)benzonitrile ClC=1C=C(C#N)C=CC1N1C=NC(=C1)C1=NC(=NC=C1Cl)NC1CCN(CC1)S(=O)(=O)C